C(CCCCCCCCC(=O)OC1CC(N(C(C1)(C)C)O)(C)C)(=O)OC1CC(N(C(C1)(C)C)O)(C)C bis(1-hydroxy-2,2,6,6-tetramethylpiperidin-4-yl) sebacate